C1(CC1)C1=NC=NC(=C1C1=NC(=CC(=N1)OCC1=CC(=C(C=C1)C=1N(C=C(N1)C(F)(F)F)C)F)C)OC 2-(4-cyclopropyl-6-methoxy-pyrimidin-5-yl)-4-[[3-fluoro-4-[1-methyl-4-(trifluoromethyl)imidazol-2-yl]phenyl]methoxy]-6-methyl-pyrimidine